NC=1C(=CC(=NC1)C=1OC=C(N1)C)N[C@H]1[C@@H]([C@H](CCC1)NC(OC(C)(C)C)=O)O[Si](C)(C)C(C)(C)C tert-butyl ((1S,2S,3R)-3-((5-amino-2-(4-methyloxazol-2-yl)pyridin-4-yl)amino)-2-((tert-butyldimethylsilyl)oxy)cyclohexyl)carbamate